(28S,29S)-tert-butyl 28,29-diamino-27,30-dioxo-2,5,8,11,14,17,20,23-octaoxa-26,31-diazapentatriacontan-35-oate N[C@H](C(NCCOCCOCCOCCOCCOCCOCCOCCOC)=O)[C@@H](C(NCCCC(=O)OC(C)(C)C)=O)N